7-((5-chloropyridin-2-yl)methyl)-1-(3-hydroxypropyl)-3-methyl-8-(3-(trifluoromethyl)phenyl)-1H-purine-2,6(3H,7H)-dione ClC=1C=CC(=NC1)CN1C(=NC=2N(C(N(C(C12)=O)CCCO)=O)C)C1=CC(=CC=C1)C(F)(F)F